ClC=1C=C2C(=CC1Cl)NC([C@]21CN(CC1)C(C(C)(C)O)=O)=O (S)-5,6-dichloro-1'-(2-hydroxy-2-methylpropanoyl)spiro[indoline-3,3'-pyrrolidin]-2-one